ethyl 2-[4-[3-[3,5-dimethoxy-4-(2,2,2-trifluoroethyl-carbamoyl)phenyl] imidazo[1,2-a]pyridin-7-yl] pyrazol-1-yl]acetate COC=1C=C(C=C(C1C(NCC(F)(F)F)=O)OC)C1=CN=C2N1C=CC(=C2)C=2C=NN(C2)CC(=O)OCC